ClC1=C(C=C(C=C1)C#N)C=1C=C2C(=NNC2=CC1)NC(=O)[C@H]1CN(CCC1)C(=O)OC(C)OC(=O)C1CCOCC1 1-[(Tetrahydro-2H-pyran-4-ylcarbonyl)oxy]ethyl (3R)-3-{[5-(2-chloro-5-cyanophenyl)-1H-indazol-3-yl]carbamoyl}piperidine-1-carboxylate